N1(CC=CCC1)C(=O)O 5,6-dihydropyridine-1(2H)-carboxylic acid